(2R,4R)-4-((tert-Butyldimethylsilyl)oxy)-2-(hydroxymethyl)pyrrolidine-1-carboxylic acid tert-butyl ester C(C)(C)(C)OC(=O)N1[C@H](C[C@H](C1)O[Si](C)(C)C(C)(C)C)CO